2-[Trans-4-[6-chloro-2-[(1R)-1-hydroxyethyl]-1H-imidazo[4,5-c]pyridin-1-yl]cyclohexyl]acetonitrile ClC1=CC2=C(C=N1)N=C(N2[C@@H]2CC[C@H](CC2)CC#N)[C@@H](C)O